Racemic-3-[(2R,4S,6S)-4-({[1-(2,2-difluoro-1,3-benzodioxol-5-yl)cyclopropyl]carbonyl}amino)-6-phenyltetrahydro-2H-pyran-2-yl]benzoic acid FC1(OC2=C(O1)C=CC(=C2)C2(CC2)C(=O)N[C@@H]2C[C@@H](O[C@@H](C2)C2=CC=CC=C2)C=2C=C(C(=O)O)C=CC2)F |r|